C(C)(C)(C)OC(=O)N1N=C(C(=C1)NC(C1=C(C=CC(=C1)C(F)(F)F)NC1=C(C=C(C=C1)F)C)=O)C.N(=C=O)C(C)(C)C1=CC(=CC=C1)C(C)(N=C=O)C 1,3-bis(1-isocyanato-1-methyl-ethyl)benzene tert-butyl-4-(2-((4-fluoro-2-methylphenyl)-amino)-5-(trifluoromethyl)-benzamido)-3-methyl-1H-pyrazole-1-carboxylate